O1C(=CC=C1)C(=O)N(CCO)CCO furoyl-bis-(2-hydroxyethyl)-amine